N[C@](C(=O)O)(CO)C (S)-(+)-2-amino-2-methyl-3-hydroxypropionic acid